5-(3-methoxyphenyl)-N-(3-((4-methylpiperazin-1-yl)methyl)-1,2,4-thiadiazol-5-yl)thiophene-3-Formamide COC=1C=C(C=CC1)C1=CC(=CS1)C(=O)NC1=NC(=NS1)CN1CCN(CC1)C